FC(CCCCCCOC(CCC(=O)OCC1=CC(=CC(=C1)CO)COC(CCC(OCCCCCCC(C(F)(F)F)(F)F)OCCCCCCC(C(F)(F)F)(F)F)=O)OCCCCCCC(C(F)(F)F)(F)F)(C(F)(F)F)F (5-(hydroxymethyl)-1,3-phenylene)bis(methylene) bis(4,4-bis((7,7,8,8,8-pentafluorooctyl)oxy)butanoate)